3-Bromo-2-(cyclopropylsulfanyl)-4-methylpyridine BrC=1C(=NC=CC1C)SC1CC1